2-(4-amino-3-iodophenyl)-5,5-dimethylmorpholine-4-carboxylic acid tert-butyl ester C(C)(C)(C)OC(=O)N1CC(OCC1(C)C)C1=CC(=C(C=C1)N)I